1-(4-methoxy-2,2,6,6-tetramethylcyclohex-3-en-1-yl)ethanone COC1=CC(C(C(C1)(C)C)C(C)=O)(C)C